methyl 2-cyclopropyl-5-[2-(1,3-dioxolan-2-yl)-3-[(4-methoxyphenyl) methoxy]phenyl]pyrazole-3-carboxylate C1(CC1)N1N=C(C=C1C(=O)OC)C1=C(C(=CC=C1)OCC1=CC=C(C=C1)OC)C1OCCO1